CC1=C(C=CC(=C1)N)C2=C(C=C(C=C2)N)C M-TOLIDINE